10-(2-((tert-butyldiphenylsilyl)oxy)ethyl)-5-chloro-4-fluoro-2-(methylthio)-9,10-dihydro-8H-7-oxa-1,3,6,10-tetraazacyclohepta[de]naphthalene [Si](C1=CC=CC=C1)(C1=CC=CC=C1)(C(C)(C)C)OCCN1CCOC2=NC(=C(C=3N=C(N=C1C23)SC)F)Cl